7-Methoxy-4-(3-methoxy-5-(1H-pyrazol-1-yl)phenoxy)-N-methylquinoline-6-carboxamide COC1=C(C=C2C(=CC=NC2=C1)OC1=CC(=CC(=C1)N1N=CC=C1)OC)C(=O)NC